NC1=NC2=CC=C(C=C2C=C1C)C(=O)N(CC1=NC=C(C=C1)C(F)(F)F)CC1=CC=C(C=C1)O 2-amino-N-(4-hydroxybenzyl)-3-methyl-N-((5-(trifluoromethyl)-2-pyridinyl)methyl)-6-quinolinecarboxamide